4-cyanopyrrolidine-1,2-dicarboxylate C(#N)C1CC(N(C1)C(=O)[O-])C(=O)[O-]